CC=1N=CSC1C1=CC=C(C=C1)CNC(=O)C1NCCC1 N-{[4-(4-methyl-1,3-thiazol-5-yl)phenyl]methyl}pyrrolidine-2-carboxamide